3-(7-(2,3-dichloro-6-methoxyphenyl)imidazo[1,2-a]pyridin-2-yl)pyrrolidine-1-carboxylate ClC1=C(C(=CC=C1Cl)OC)C1=CC=2N(C=C1)C=C(N2)C2CN(CC2)C(=O)[O-]